(S)-3-((S)-sec-butyl)-2-oxo-N-(2-sulfamoylethyl)-1,2,3,5-tetrahydro-4H-benzo[e][1,4]diazepine-4-carboxamide [C@H](C)(CC)[C@@H]1N(CC2=C(NC1=O)C=CC=C2)C(=O)NCCS(N)(=O)=O